(2,3,4,5,6-Pentafluorophenyl) 6-chloro-3-[(1R)-1-[2-([1,3]dioxolo[4,5-b]pyridin-6-yl)-3,6-dimethyl-4-oxo-chromen-8-yl]ethoxy]pyridine-2-sulfonate ClC1=CC=C(C(=N1)S(=O)(=O)OC1=C(C(=C(C(=C1F)F)F)F)F)O[C@H](C)C=1C=C(C=C2C(C(=C(OC12)C=1C=C2C(=NC1)OCO2)C)=O)C